ClC=1N=CC=2N(C1)C(=NC2)C(C)C 6-chloro-3-isopropylimidazo[1,5-a]pyrazine